C1(CC1)C#CC1(C(=O)N(C(C1)=O)O)C(=O)OCC1C2=CC=CC=C2C2=CC=CC=C12 (Cyclopropylethynyl)-Fmoc-N-hydroxysuccinimide